Cl.C1(=CC=CC=C1)N1CC2(CC1)CCNCC2 2-phenyl-2,8-diazaspiro[4.5]decane hydrogen chloride salt